zirconium tris(3-methacryloxypropyl)methoxide C(C(=C)C)(=O)OCCCC([O-])(CCCOC(C(=C)C)=O)CCCOC(C(=C)C)=O.[Zr+4].C(C(=C)C)(=O)OCCCC([O-])(CCCOC(C(=C)C)=O)CCCOC(C(=C)C)=O.C(C(=C)C)(=O)OCCCC([O-])(CCCOC(C(=C)C)=O)CCCOC(C(=C)C)=O.C(C(=C)C)(=O)OCCCC([O-])(CCCOC(C(=C)C)=O)CCCOC(C(=C)C)=O